N5-cyclopropyl-N3-methyl-1-(4-methylbenzyl)-2-oxo-1,2-dihydropyridine-3,5-dicarboxamide C1(CC1)NC(=O)C=1C=C(C(N(C1)CC1=CC=C(C=C1)C)=O)C(=O)NC